3-[4-[2-[(2S)-2-(difluoromethyl)azetidin-1-yl]-7,7-difluoro-5,6-dihydrocyclopenta[d]pyrimidin-4-yl]phenyl]oxetan-3-amine FC([C@H]1N(CC1)C=1N=C(C2=C(N1)C(CC2)(F)F)C2=CC=C(C=C2)C2(COC2)N)F